5-methoxy-1,3-dimethyl-7-(tetrahydro-2H-pyran-4-yl-3,4-d2)quinolin-2(1H)-one COC1=C2C=C(C(N(C2=CC(=C1)C1(C(COCC1)[2H])[2H])C)=O)C